C12N(N(C(C(CC1)C2)C(=O)OC)C(=O)[O-])C(=O)OC(C)(C)C tert-butyl 4-methyl 2,3-diazabicyclo[3.2.1]octane-2,3,4-tricarboxylate